N-(2'-Fluoro-3'-methoxy-2-methylbiphenyl-3-yl)-4,5,6,7-tetrahydro[1,3]thiazolo[5,4-c]pyridin-2-carboxamid FC1=C(C=CC=C1OC)C1=C(C(=CC=C1)NC(=O)C=1SC=2CNCCC2N1)C